BrC1=CC=CC(=N1)C(C(CCO)C)O (6-bromopyridin-2-yl)-2-methylbutan-1,4-diol